ClC1=CC(=C(C=C1)CNC(=O)N([C@H]1CN(CCC1)C1=NC=CC(=N1)O)C1CC1)F 1-[(4-chloro-2-fluorophenyl)methyl]-3-cyclopropyl-3-[(3R)-1-(4-hydroxypyrimidin-2-yl)piperidin-3-yl]urea